C(CCC)C=1C=C(C=C(C1O)CCCC)CCC(=O)NNC(CCC1=CC(=C(C(=C1)CCCC)O)CCCC)=O bis(3,5-dibutyl-4-hydroxy-phenylpropionyl)hydrazine